CC1C2C(CC(C1)CCCCOC(=O)C1CC3C(CC1)O3)O2 4-(3,4-Epoxy-5-methylcyclohexyl)butyl3,4-epoxycyclohexancarboxylat